FC(OC1=CC=C(C=C1)N1N=C(N=C1)C1=CC=C(CON)C=C1)(F)F O-(4-(1-(4-(trifluoromethoxy)phenyl)-1H-1,2,4-triazol-3-yl)benzyl)hydroxylamine